N1CC(C2=CC=CC=C12)=O indol-3(2H)-one